((2-(3'-(7-cyano-5-((2-(2-hydroxyethyl)piperidin-1-yl)methyl)benzo[d]oxazol-2-yl)-2,2'-dimethyl-[1,1'-biphenyl]-3-yl)-6-(difluoromethoxy)benzo[d]oxazol-5-yl)methyl)-L-proline C(#N)C1=CC(=CC=2N=C(OC21)C=2C(=C(C=CC2)C2=C(C(=CC=C2)C=2OC1=C(N2)C=C(C(=C1)OC(F)F)CN1[C@@H](CCC1)C(=O)O)C)C)CN1C(CCCC1)CCO